2'-(Cyclopropylmethyl)-N-[(2S)-1,4-dioxan-2-ylmethyl]-8'-methyl-2',5'-dihydrospiro[cyclopropan-1,4'-furo[2,3-g]indazol]-7'-carboxamid C1(CC1)CN1N=C2C3=C(CC4(C2=C1)CC4)OC(=C3C)C(=O)NC[C@@H]3OCCOC3